Cis-5-chloro-2-(2-fluoro-4-pyridinyl)-4-[2-methyl-5-(trifluoromethyl)piperazin-1-yl]-1H-pyrimidin-6-one ClC1=C(N=C(NC1=O)C1=CC(=NC=C1)F)N1[C@H](CN[C@H](C1)C(F)(F)F)C